C(CCCCCCCCC)C1(C2=CC=C(C=C2C=2C=C(C=CC12)Br)Br)CCCCCCCCCC 9,9-didecyl-3,6-dibromofluorene